2-bromo-4-(1-(3,5-difluorophenyl)cyclopropyl)-1-fluorobenzene BrC1=C(C=CC(=C1)C1(CC1)C1=CC(=CC(=C1)F)F)F